ClC=1C=CC(=C(CN2CC3(CC2)CCN(CC3)C(=O)N3N=C(C=C3)NS(=O)(=O)C)C1)C(F)(F)F N-(1-(2-(5-Chloro-2-(trifluoromethyl)benzyl)-2,8-diazaspiro[4.5]decane-8-carbonyl)-1H-pyrazol-3-yl)methanesulfonamide